C(C)(C)(C)OC(=O)NC(C(=O)OC)C1=NC(=CN=C1)N(C)C methyl 2-(tert-butoxycarbonylamino)-2-[6-(dimethylamino)pyrazin-2-yl]acetate